NC([C@H](CCC(=O)O)N1C(C2=CC=C(C=C2C1)C[C@@H]1[C@H]([C@H](CCC1)O[Si](C1=CC=CC=C1)(C1=CC=CC=C1)C(C)(C)C)N)=O)=O |o1:18,19,20| (S)-5-amino-4-(5-(((1R,2R,3S)-rel-2-amino-3-((tert-butyldiphenylsilyl)oxy)cyclohexyl)methyl)-1-oxoisoindolin-2-yl)-5-oxopentanoic acid